C[C@H]1CCN(C[C@H]1NC)CC2=CC=CC=C2.Cl.Cl cis-1-benzyl-N,4-dimethylpiperidin-3-amine dihydrochloride